ClC=1C2=C(N=CN1)N(C=C2C2=CC=CC=C2)C=2C=NC=CC2 4-Chloro-5-phenyl-7-pyridin-3-yl-7H-pyrrolo[2,3-d]pyrimidine